COC1=CC=C(C=C1)CN1C([C@]2(C[C@@H](N[C@@H](C2)C=2N=NN(C2)C)C)C2=CC(=CC=C12)C)=O (2'S,3S,6'S)-1-[(4-methoxyphenyl)methyl]-2',5-dimethyl-6'-(1-methyltriazol-4-yl)spiro[indoline-3,4'-piperidine]-2-one